3,3-Dichlorobenzidine ClC1(CC(=CC=C1N)C1=CC=C(N)C=C1)Cl